FC(C=1C=C(C=CC1CN1C[C@H](CCC1)[C@](CO)(C)O)NC(=O)C=1C(=NN(C1)C1=CC=C(C=C1)F)C)F N-[3-(difluoromethyl)-4-({(3S)-3-[(2S)-1,2-dihydroxypropan-2-yl]piperidin-1-yl}methyl)phenyl]-1-(4-fluorophenyl)-3-methyl-1H-pyrazole-4-carboxamide